N,N-diethyl-2-[6-[(trans)-2-(6-iodo-1-tetrahydropyran-2-ylindazol-3-yl)vinyl]-3-pyridinyl]ethanamine C(C)N(CCC=1C=NC(=CC1)\C=C\C1=NN(C2=CC(=CC=C12)I)C1OCCCC1)CC